4-[3-[2-(hydroxymethyl)-3-(trifluoromethyl)-1H-pyrrolo[2,3-b]pyridin-5-yl]phenyl]morpholin-3-one OCC1=C(C=2C(=NC=C(C2)C=2C=C(C=CC2)N2C(COCC2)=O)N1)C(F)(F)F